C(=O)O.C(C)OC(=O)C1=NC(=CC=N1)OCC=1N=C2N(C=C(C=C2)C2CC2)C1 6-((6-cyclopropylimidazo[1,2-a]pyridin-2-yl)methoxy)pyrimidine-2-carboxylic acid ethyl ester formate salt